(2R)-N-((S)-(3-chloro-2,4-difluorophenyl)(trans-3-cyclopropylcyclobutyl)-methyl)-2-methyl-3-oxopiperazine-1-carboxamide ClC=1C(=C(C=CC1F)[C@@H](NC(=O)N1[C@@H](C(NCC1)=O)C)[C@@H]1C[C@H](C1)C1CC1)F